2-(1,3-benzothiazole-2-yl)aniline S1C(=NC2=C1C=CC=C2)C2=C(N)C=CC=C2